(5s,7s)-2-(difluoromethylsulfonyl)-7-fluoro-5-phenyl-6,7-dihydro-5H-pyrrolo[1,2-b][1,2,4]triazole FC(S(=O)(=O)C=1N=C2N(N1)[C@@H](C[C@@H]2F)C2=CC=CC=C2)F